2-methoxy-4-[6-(3-methoxyphenyl)imidazo[1,2-b]pyridazin-3-yl]phenol COC1=C(C=CC(=C1)C1=CN=C2N1N=C(C=C2)C2=CC(=CC=C2)OC)O